CC(CCN1C(N(CC1)C=1N=C2N3C(CC(CCCN4C=CC(S(NC(C2=CC1)=O)(=O)=O)=N4)C3)(C)C)=O)(C)C 4-[3-(3,3-dimethylbutyl)-2-oxoimidazolidin-1-yl]-20,20-dimethyl-10λ6-thia-1,3,9,14,22-pentaazatetracyclo[16.2.1.111,14.02,7]docosa-2,4,6,11(22),12-pentaene-8,10,10-trione